2-allyl-2-quinoxalin-6-yLcyclohexanone C(C=C)C1(C(CCCC1)=O)C=1C=C2N=CC=NC2=CC1